trichlorotertButanol ClC(C(C)(C)O)(Cl)Cl